Ethyl 2-[benzyl(pyrazol-1-ylmethyl)amino]-2-oxo-acetate C(C1=CC=CC=C1)N(C(C(=O)OCC)=O)CN1N=CC=C1